BrC1=C(C=CC2=CC=CC=C12)C1=CC=C(C=C1)CCCC 1-bromo-2-(4-butylphenyl)naphthalene